C1(CC1)CC1NCCC=2N=C(N=C(C21)OCC=2C=NC(=CC2)OC)C (cyclopropylmethyl)-4-((6-methoxypyridin-3-yl)methoxy)-2-methyl-5,6,7,8-tetrahydropyrido[4,3-d]pyrimidine